C(=O)C1=C(N(C2=CC=CC=C12)CCOC=1C=C(C#N)C=CC1)C 3-(2-(3-formyl-2-methyl-1H-indol-1-yl)ethoxy)benzonitrile